(3S)-3-(5-{[(3S*,4R*)-4-(2,6-dimethylpyridin-4-yl)-1-{[8-fluoro-2-(oxan-4-yl)quinolin-6-yl]methyl}pyrrolidin-3-yl]oxy}-1-oxo-2,3-dihydro-1H-isoindol-2-yl)piperidine-2,6-dione CC1=NC(=CC(=C1)[C@H]1[C@@H](CN(C1)CC=1C=C2C=CC(=NC2=C(C1)F)C1CCOCC1)OC=1C=C2CN(C(C2=CC1)=O)[C@@H]1C(NC(CC1)=O)=O)C |o1:7,8|